NC[C@@H](C)NC(C1=C(C=C(C=C1)NC=1C=2N(C=CN1)C(=CN2)C=2C(=NN(C2)CC(F)F)C(F)(F)F)CC)=O N-[(2R)-1-aminopropan-2-yl]-4-[[3-[1-(2,2-difluoroethyl)-3-(trifluoromethyl)pyrazol-4-yl]imidazo[1,2-a]pyrazin-8-yl]amino]-2-ethylbenzamide